C=1N=CN2C1C1=CC=CC=C1[C@H]2[C@@H]2CC1=C(C=NC=C1)[C@H]2O (6S,7S)-6-((R)-5H-Imidazo[5,1-a]isoindol-5-yl)-6,7-dihydro-5H-cyclopenta[c]pyridin-7-ol